C(C=C)(=O)OCCC[N+](CC)(C)C acryloyloxypropyl-dimethyl-ethylammonium